C(CNC(=O)C1=CC=CC=C1)(=O)O.FC=1C=CC(=NC1)[C@@]1(CCOC2(C1)CCOCC2)CCNC2CC1=CC=CC=C1C2 (R)-N-(2-(4-(5-fluoropyridin-2-yl)-1,9-dioxaspiro[5.5]undecan-4-yl)ethyl)-2,3-dihydro-1H-inden-2-amine hippurate